C(C)OC1=CC(=C(C=C1)N)N 4-ethoxy-1,2-phenylenediamine